S1C(=NC=C1)C1=CN(C2=NC=CC(=C21)O[C@H]2CN(CCC2)C(=O)OC(C)(C)C)COCC[Si](C)(C)C tert-butyl (3R)-3-[3-thiazol-2-yl-1-(2-trimethylsilylethoxymethyl)pyrrolo[2,3-b]pyridin-4-yl]oxypiperidine-1-carboxylate